4-chloro-N-((dimethylamino)methylene)-2-methylbenzamide ClC1=CC(=C(C(=O)N=CN(C)C)C=C1)C